methyl-octyl-imidazole CC=1N=C(NC1)CCCCCCCC